N4-(benzo[d]thiazol-5-yl)-N2-(2-methoxy-4-(4-methylpiperazin-1-yl)phenyl)pyridine-2,4-diamine S1C=NC2=C1C=CC(=C2)NC2=CC(=NC=C2)NC2=C(C=C(C=C2)N2CCN(CC2)C)OC